CN1CC(C1)(C)[C@@](C=1C=C(C=NC1)C#CC(C)(C)NC(=O)C1CC1)(C1=CC=C(C=C1)C(C)C)O cyclopropanecarboxylic acid (3-{5-[(R)-(1,3-dimethyl-azetidin-3-yl)-hydroxy-(4-isopropyl-phenyl)-methyl]-pyridin-3-yl}-1,1-dimethyl-prop-2-ynyl)-amide